zinc (methylimidazole) CC=1NC=CN1.[Zn]